4-amino-N-cyclopropyl-N-(1-(5-(trifluoromethyl)pyridin-2-yl)ethyl)imidazo[1,5-a]quinoxaline-8-formamide NC=1C=2N(C3=CC(=CC=C3N1)C(=O)N(C(C)C1=NC=C(C=C1)C(F)(F)F)C1CC1)C=NC2